(R)-N-((S)-1-((4-carbamimidoylbenzyl)amino)-1-oxopropan-2-yl)-2-((3-hydroxyphenethyl)amino)-4-phenylbutanamide di-trifluoroacetate salt FC(C(=O)O)(F)F.FC(C(=O)O)(F)F.C(N)(=N)C1=CC=C(CNC([C@H](C)NC([C@@H](CCC2=CC=CC=C2)NCCC2=CC(=CC=C2)O)=O)=O)C=C1